N-methyl-N-((S)-1-(((S)-1-methylazetidin-2-yl)sulfonyl)pyrrolidine-3-carbonyl)-L-valine CN([C@@H](C(C)C)C(=O)O)C(=O)[C@@H]1CN(CC1)S(=O)(=O)[C@@H]1N(CC1)C